N-[(7-{[(cyclohexylmethyl)amino]methyl}imidazo[1,2-a]pyridin-2-yl)methyl]-4-oxo-4H-pyrido[1,2-a]pyrimidine-2-carboxamide C1(CCCCC1)CNCC1=CC=2N(C=C1)C=C(N2)CNC(=O)C=2N=C1N(C(C2)=O)C=CC=C1